C(C)OC(C=O)=C 2-ethoxyprop-2-en-1-one